CN1CC(C1)(C)[C@](O)(C1=CC=C(C=C1)C(C)C)C=1C=NC=C(C1)C1=NN(C(=N1)C1CCOCC1)CC (R)-(1,3-dimethyl-azetidin-3-yl)-{5-[1-ethyl-5-(tetrahydro-pyran-4-yl)-1H-[1,2,4]triazol-3-yl]-pyridin-3-yl}-(4-isopropyl-phenyl)-methanol